tert-butyl 3-(2-((6-nitropyridin-2-yl)amino)ethyl)piperidine-1-carboxylate [N+](=O)([O-])C1=CC=CC(=N1)NCCC1CN(CCC1)C(=O)OC(C)(C)C